(S)-(1-oxo-3-phenyl-1-(piperazin-1-yl)propan-2-yl)carbamic acid tert-butyl ester C(C)(C)(C)OC(N[C@H](C(N1CCNCC1)=O)CC1=CC=CC=C1)=O